9-(4-((1-(3,3-difluoropropyl)azetidin-3-ylidene)methyl)phenyl)-8-(7-fluoro-2,3-dihydro-1H-inden-4-yl)-6,7-dihydro-5H-benzo[7]annulene-3-carboxylic acid FC(CCN1CC(C1)=CC1=CC=C(C=C1)C1=C(CCCC2=C1C=CC(=C2)C(=O)O)C2=C1CCCC1=C(C=C2)F)F